1-methylpiperazinyllithium CN1C(CNCC1)[Li]